6-chloro-3-((1-(2-cyano-3-(3,3-dimethylazetidin-1-yl)-7-methylquinoxalin-5-yl)ethyl)amino)picolinic acid ClC1=CC=C(C(=N1)C(=O)O)NC(C)C1=C2N=C(C(=NC2=CC(=C1)C)C#N)N1CC(C1)(C)C